C(C1=CC=CC=C1)OC1=C(C=CC(=C1)F)B(O)O 2-BENZYLOXY-4-FLUOROPHENYLBORONIC ACID